3-(4-(1-(3-(4-(((R)-1-(3-(Difluoromethyl)-2-fluorophenyl)ethyl)amino)-2-methyl-pyrido[3,4-d]pyrimidin-6-yl)benzyl)piperidin-4-yl)-3-fluoro-5-methylphenyl)piperidine-2,6-dione FC(C=1C(=C(C=CC1)[C@@H](C)NC=1C2=C(N=C(N1)C)C=NC(=C2)C=2C=C(CN1CCC(CC1)C1=C(C=C(C=C1C)C1C(NC(CC1)=O)=O)F)C=CC2)F)F